chloro(2-dicyclohexylphosphino-2,6-diisopropoxy-1,1-biphenyl) ClC1C(C(=C(C=C1)OC(C)C)C1=CC=CC=C1)(OC(C)C)P(C1CCCCC1)C1CCCCC1